(S)-2-((6-((4-cyano-2-fluorophenyl)methoxy-d2)-3',6'-dihydro-[2,4'-bipyridyl]-1'(2'H)-yl)Methyl)-1-(oxetan-2-ylmethyl)-1H-benzo[d]imidazole-6-carboxylic acid C(#N)C1=CC(=C(C=C1)C(OC1=CC=CC(=N1)C=1CCN(CC1)CC1=NC2=C(N1C[C@H]1OCC1)C=C(C=C2)C(=O)O)([2H])[2H])F